(4-chloro-2-fluorophenyl)phenylcarbamate ClC1=CC(=C(C=C1)OC(NC1=CC=CC=C1)=O)F